BrC1=C(C=CC(=N1)NC(=O)[C@H]1N([C@@H]2C[C@@H]2C1)C(=O)OC(C)(C)C)F tert-Butyl (1R,3S,5R)-3-((6-bromo-5-fluoropyridin-2-yl)carbamoyl)-2-azabicyclo[3.1.0]hexane-2-carboxylate